5-bromo-2-(3-(1-methylazetidin-3-yl)cyclobutyl)benzo[d]thiazole BrC=1C=CC2=C(N=C(S2)C2CC(C2)C2CN(C2)C)C1